N[C@H](CC)C1CCC(CC1)C(=O)OCC ethyl (1R,4r)-4-((R)-1-aminopropyl)cyclohexane-1-carboxylate